S1C=NC=C1C=1C=C2C(=CN=CC2=CC1)OC1CCC(CC1)C(=O)O (1s,4s)-4-((6-(thiazol-5-yl)isoquinolin-4-yl)oxy)cyclohexane-1-carboxylic acid